C1(CC1)C1=NN(C=C1C1=NC(=CC=C1)C)[C@@H]1C[C@H](C1)CNC=1C=C2C(N(C(C2=CC1)=O)C1C(NC(CC1)=O)=O)=O 5-(((trans-3-(3-cyclopropyl-4-(6-methylpyridin-2-yl)-1H-pyrazol-1-yl)cyclobutyl)methyl)amino)-2-(2,6-dioxopiperidin-3-yl)isoindoline-1,3-dione